Butyl 7-(3-aminopyridazin-4-yl)-4,7-diazaspiro[2.5]octane-4-carboxylate NC=1N=NC=CC1N1CCN(C2(CC2)C1)C(=O)OCCCC